4-((1-(4-(2-(2-aminopyridin-3-yl)-5-(5-methoxypyridin-3-yl)-3H-imidazo[4,5-b]pyridin-3-yl)benzyl)piperidin-4-yl)amino)pyrimidine-2-carbonitrile NC1=NC=CC=C1C1=NC=2C(=NC(=CC2)C=2C=NC=C(C2)OC)N1C1=CC=C(CN2CCC(CC2)NC2=NC(=NC=C2)C#N)C=C1